((dimethylamino)methyl)-4-fluorobenzoic acid hydrochloride Cl.CN(C)CC1=C(C(=O)O)C=CC(=C1)F